ClC1=CC(=C(C2=C1OC(O2)(C)C2CCC(CC2)N2CC(C2)OC)C)C(=O)OC methyl 7-chloro-2-(4-(3-methoxyazetidin-1-yl)cyclohexyl)-2,4-dimethylbenzo[d][1,3]dioxole-5-carboxylate